(S)-3-(6-(trifluoromethyl)pyridin-3-yl)cyclohexanone deoxycytidine-5'-monophosphate P(=O)(O)(O)OC[C@@H]1[C@H](C[C@@H](O1)N1C(=O)N=C(N)C=C1)O.FC(C1=CC=C(C=N1)[C@@H]1CC(CCC1)=O)(F)F